methyl (R)-pyrrolidine-3-carboxylate HCl Cl.N1C[C@@H](CC1)C(=O)OC